(NZ,R)-N-[1-(4-cyano-6-fluoro-3-methyl-2-tetrahydropyran-4-yl-8-quinolyl)ethylidene]-2-methyl-propane-2-sulfinamide C(#N)C1=C(C(=NC2=C(C=C(C=C12)F)\C(\C)=N/[S@](=O)C(C)(C)C)C1CCOCC1)C